S(N)(OC[C@@H]1[C@H](C[C@@H](C1)NC1=NC=NC=C1C(=O)C=1OC=C(C1)[C@](C)(O)C1=CC(=CC=C1)Cl)O)(=O)=O {(1R,2S,4R)-4-[(5-{4-[(1R)-1-(3-chlorophenyl)-1-hydroxyethyl]-2-furoyl}pyrimidin-4-yl)amino]-2-hydroxycyclopentyl}methyl sulfamate